tert-butyl 2-(4-(hydroxymethyl)-3-methoxyphenyl)-pyrrolidine-1-carboxylate OCC1=C(C=C(C=C1)C1N(CCC1)C(=O)OC(C)(C)C)OC